1-(5-{[1-(6-{bis[(4-methoxyphenyl)methyl]amino}pyrimidin-4-yl)imidazol-2-yl]amino}-4-methylpyridin-2-yl)propan-1-one COC1=CC=C(C=C1)CN(C1=CC(=NC=N1)N1C(=NC=C1)NC=1C(=CC(=NC1)C(CC)=O)C)CC1=CC=C(C=C1)OC